N-(2,4-dimethoxybenzyl)-5-nitro-2-[5-(trifluoromethyl)-1,2,4-oxadiazol-3-yl]benzenesulfonamide COC1=C(CNS(=O)(=O)C2=C(C=CC(=C2)[N+](=O)[O-])C2=NOC(=N2)C(F)(F)F)C=CC(=C1)OC